FC(C1=CC=C(C=N1)NC1=CC=CC(=N1)S(=O)(=O)NC(=O)C=1C(=NC=CC1)N1C(CC(C1)C)(C)C)(F)F N-[[6-[[6-(Trifluoromethyl)-3-pyridyl]amino]-2-pyridyl]sulfonyl]-2-(2,2,4-trimethylpyrrolidin-1-yl)pyridin-3-carboxamid